N-(2-((2-(dimethylamino)ethyl)(methyl)amino)-4-methoxy-5-((6-(3-(3'-(trifluoromethyl)-[1,1'-biphenyl]-3-yl)isoxazolidin-2-yl)pyrimidin-4-yl)amino)phenyl)acrylamide CN(CCN(C1=C(C=C(C(=C1)OC)NC1=NC=NC(=C1)N1OCCC1C=1C=C(C=CC1)C1=CC(=CC=C1)C(F)(F)F)NC(C=C)=O)C)C